(S)-4'-(((R)-1-(3-(1,1-difluoro-2-hydroxy-2-methylpropyl)-2-fluorophenyl)ethyl)amino)-2',3,6'-trimethylspiro[oxazolidine-5,8'-pyrrolo[2,3-g]quinazoline]-2,7'(6'H)-dione FC(C(C)(C)O)(F)C=1C(=C(C=CC1)[C@@H](C)NC1=NC(=NC2=CC3=C(C=C12)N(C([C@@]31CN(C(O1)=O)C)=O)C)C)F